N-{2-Chloro-4-[(5-chloro-thiophen-2-ylmethyl)-amino]-phenyl}-2,2,2-trifluoroacetamide ClC1=C(C=CC(=C1)NCC=1SC(=CC1)Cl)NC(C(F)(F)F)=O